[Al+3].C1=CC=CC=2C3=CC=CC=C3N(C12)C1=CC=C(C=C1)C1(C2CC3CC(CC1C3)C2)C2=CC=C(C=C2)N2C3=CC=CC=C3C=3C=CC=CC23 2,2-bis(4-carbazol-9-yl-phenyl)adamantane aluminum(III)